C(=O)O.ClC1=NC(=CC(=C1)C1=C(N=C(S1)NC(=O)N1C[C@H](NCC1)C(C)(C)O)C1=CC(=CC=C1)C#N)CC (3S)-N-[5-(2-chloro-6-ethyl-4-pyridyl)-4-(3-cyanophenyl)thiazol-2-yl]-3-(1-hydroxy-1-methyl-ethyl)piperazine-1-carboxamide formate